3-(2,6-Bis(benzyloxy)pyridin-3-yl)-7-(4-(3-methoxy-4-(4,4,5,5-tetramethyl-1,3,2-dioxaborolan-2-yl)phenyl)piperidin-1-yl)-1-methyl-1H-indazole C(C1=CC=CC=C1)OC1=NC(=CC=C1C1=NN(C2=C(C=CC=C12)N1CCC(CC1)C1=CC(=C(C=C1)B1OC(C(O1)(C)C)(C)C)OC)C)OCC1=CC=CC=C1